1-((3-(4-chlorophenyl)-4-phenyl-4,5-dihydro-1H-pyrazol-1-yl)(((4-chlorophenyl)sulfonyl)imino)methyl)piperidine-4-sulfonamide ClC1=CC=C(C=C1)C1=NN(CC1C1=CC=CC=C1)C(N1CCC(CC1)S(=O)(=O)N)=NS(=O)(=O)C1=CC=C(C=C1)Cl